4-nitro-1-(butan-3-yl)-1H-pyrazole [N+](=O)([O-])C=1C=NN(C1)C(CC)C